SPIRO[2.2]PENTANE-1-CARBOXYLIC ACID C1(CC12CC2)C(=O)O